C[N+](C)(C)CCOP(=O)(O)O The molecule is the phosphate of choline; and the parent compound of the phosphocholine family. It has a role as an epitope, a hapten, a human metabolite, a mouse metabolite and an allergen. It is a conjugate acid of a choline phosphate(1-).